C1(CCC1)OC(C#C)=O propiolic acid cyclobutyl ester